3-Fluoro-N-(5-(7'-fluoro-3'-methyl-2'-oxo-2',3'-dihydrospiro[cyclobutane-1,1'-pyrrolo[2,3-c]quinolin]-8'-yl)-2-(2-(isopropylamino)ethoxy)pyridin-3-yl)azetidine-1-sulfonamide FC1CN(C1)S(=O)(=O)NC=1C(=NC=C(C1)C1=CC=2C3=C(C=NC2C=C1F)N(C(C31CCC1)=O)C)OCCNC(C)C